NC1=C(C=C(C=N1)NC(C(=O)N1C(CCC(C1)C)C1=CC=C(C=C1)C1=CN=CS1)=O)C N-(6-Amino-5-methylpyridin-3-yl)-2-(5-methyl-2-(4-(thiazol-5-yl)phenyl)piperidin-1-yl)-2-oxoacetamide